1-(6-methoxy-5-methylpyridin-3-yl)-1H-benzo[d]imidazol-2(3H)-one COC1=C(C=C(C=N1)N1C(NC2=C1C=CC=C2)=O)C